tert-butyl (S)-2-((tert-butoxycarbonyl)amino)-3-(6-cyanopyridazin-3-yl)propanoate C(C)(C)(C)OC(=O)N[C@H](C(=O)OC(C)(C)C)CC=1N=NC(=CC1)C#N